N-(6-bromo-4,4-difluoro-1,2,3,4-tetrahydronaphthalen-1-yl)-2-methylpropane-2-sulfinamide BrC=1C=C2C(CCC(C2=CC1)NS(=O)C(C)(C)C)(F)F